5-(1-{[1-(3-methoxypropyl)cyclooctyl]Methyl}-5-methyl-1H-pyrazol-4-yl)-1,3-thiazole-4-carboxylic acid ethyl ester C(C)OC(=O)C=1N=CSC1C=1C=NN(C1C)CC1(CCCCCCC1)CCCOC